C1(=CC=CC=C1)C1=CC2=C(C3=CC=C(C=C3C(=C2C=C1)C1=CC=CC=C1)C1=CC=CC=C1)N(C=1C=CC=2N(C3=CC=CC=C3C2C1)C1=CC=CC=C1)C=1C=CC=2N(C3=CC=CC=C3C2C1)C1=CC=CC=C1 N-(2,6,10-triphenyl-9-anthracenyl)-bis(9-phenyl-9H-carbazol-3-yl)amine